2,6-di(chloromethyl)-s-triazine ClCC1=NC(=NC=N1)CCl